chloro-2-formyl-1,10-phenanthroline ClC=1C(=NC2=C3N=CC=CC3=CC=C2C1)C=O